C1(CC1)C=CC#N 3-cyclopropylacrylonitrile